P(=O)(O)(O)OC[C@@H]1[C@H]([C@H]([C@@H](O1)N1C=NC=2C(=O)NC(NC(C(O)C)=O)=NC12)O)O N2-Lactoyl-guanosine 5'-monophosphate